FC(C1=CC=C(CN2C3=C(C=C2)SC(=C3C(=O)N[C@@H](C)C3=CC=C(C(=O)O)C=C3)C)C=C1)(F)F 4-((1S)-1-{[4-(4-trifluoromethylbenzyl)-2-methyl-4H-thieno[3,2-b]pyrrole-3-carbonyl]amino}ethyl)benzoic acid